C(=O)C=1C=NN(C1)C1=CC=C(C#N)C=C1 4-(4-Formyl-1H-pyrazol-1-yl)benzonitrile